OCCCN(C(OC(C)(C)C)=O)C tert-butyl N-(3-hydroxypropyl)-N-methyl-carbamate